COC1=CC=C(CN2CCC(CC2)CNC2=C3C(=NC=C2C(=O)NC)NC=C3)C=C1 4-(((1-(4-Methoxybenzyl)piperidin-4-yl)methyl)amino)-N-methyl-1H-pyrrolo[2,3-b]pyridine-5-carboxamide